CCC normal propane